COC=1C=C(C=CC1OC)N1NC(C=C(C1)C(=O)C1C(C(CC(C1=O)(C)C)(C)C)=O)=O 2-[2-(3,4-dimethoxyphenyl)-6-oxo-pyridazine-4-carbonyl]-4,4,6,6-tetramethyl-cyclohexane-1,3-dione